CC1(C(N(C2=CC=CC(=C12)C=1C=CC(=C(C(=O)O)C1)C(F)(F)F)C1=NC=CC=N1)=O)C 5-(3,3-dimethyl-2-oxo-1-(pyrimidin-2-yl)indolin-4-yl)-2-(trifluoromethyl)benzoic acid